4-(2-(tert-butylamino)-1,1-difluoro-2-oxoethyl)-N-(4-fluoro-3-methylphenyl)thiophene-2-carboxamide C(C)(C)(C)NC(C(F)(F)C=1C=C(SC1)C(=O)NC1=CC(=C(C=C1)F)C)=O